Methyl 5-(2-methoxy-2-methylpropoxy)-4-(3-methoxypyridin-2-yl)-6-oxopyran-2-carboxylate COC(COC1=C(C=C(OC1=O)C(=O)OC)C1=NC=CC=C1OC)(C)C